FC=1C=CC(=C(C1)C=1C=C2CC(C(C2=CC1)NC(O[C@@H]1CN2CCC1CC2)=O)(C)C)OC(C)C (S)-quinuclidin-3-yl (5-(5-fluoro-2-isopropoxyphenyl)-2,2-dimethyl-2,3-dihydro-1H-inden-1-yl)carbamate